C(C)OCCN(C(CCCCCCC\C=C/CCCCCCCC)=O)CCOCC N,N-bis(2-ethoxyethyl)oleamide